(Z)-3-(3-(3-(pentafluorosulfanyl)-5-(trifluoromethyl)phenyl)-1H-1,2,4-triazol-1-yl)acrylic acid FS(C=1C=C(C=C(C1)C(F)(F)F)C1=NN(C=N1)\C=C/C(=O)O)(F)(F)(F)F